4-(pyridin-4-ylmethyl)aniline N1=CC=C(C=C1)CC1=CC=C(N)C=C1